2,2'-(ethyne-1,2-diyl)bis(4-methylaniline) C(#CC1=C(N)C=CC(=C1)C)C1=C(N)C=CC(=C1)C